C(C(=C)C)(=O)O.C(C(=C)C)(=O)O.C(=O)(C=C)[Na] acryl-sodium di-methacrylate